Cl.FC1=CC(=CC2=C1N=C(S2)C2CCNCC2)C=2C=C(C=1N(N2)C=C(N1)C)O 6-[4-Fluoro-2-(piperidin-4-yl)-1,3-benzothiazol-6-yl]-2-methylimidazo[1,2-b]pyridazin-8-ol-Hydrochlorid